2-N-(2-methyl-6-{2-oxa-7-azaspiro[3.5]nonan-7-yl}pyridin-3-yl)spiro[3.3]heptane-2,6-diamine CC1=NC(=CC=C1NC1CC2(C1)CC(C2)N)N2CCC1(COC1)CC2